FC1=CC(=C(C=C1)C=1C=CC=2N(C1)C(=CN2)CCNC(OC(C)(C)C)=O)OCCC=2C(=NN(C2C)C)C(N(C)OC)=O tert-butyl (2-(6-(4-fluoro-2-(2-(3-(methoxy(methyl)carbamoyl)-1,5-dimethyl-1H-pyrazol-4-yl)ethoxy)phenyl)imidazo[1,2-a]pyridin-3-yl)ethyl)carbamate